C12C(CC(CC1)CC2)OC(C=C)=O acrylic acid 2-bicyclo[2.2.2]Octyl ester